ClC=1C(=NC=CC1C1=NC(=C(C=C1)C=O)OC)C1=C(C(=NC=C1)C1=CC(=C(C=C1)OC)C=O)Cl 3',3''-Dichloro-2''-(3-formyl-4-methoxyphenyl)-6-methoxy-[2,4':2',4''-terpyridine]-5-carbaldehyde